C(C1=CC=CC=C1)N1CC(/C(/CC1)=C/C#N)C(=O)OCC Ethyl (4E)-1-benzyl-4-(cyanomethylidene)piperidine-3-carboxylate